ClC=1C=C(C=C2C(=C(C=NC12)C#N)NC1=CC(=C(C=C1)F)Cl)NC(C=1C=NC=CC1)C1=NC=CC=C1 8-chloro-4-((3-chloro-4-fluorophenyl)amino)-6-((pyridin-2-yl(pyridin-3-yl)methyl)amino)quinoline-3-carbonitrile